2-methoxy-4-methyl-5-(3-oxopropyl)benzoic acid methyl ester COC(C1=C(C=C(C(=C1)CCC=O)C)OC)=O